(R)-5-(3,5-dimethoxyphenyl)-2-(2-nitrobenzoyl)cyclohexanone COC=1C=C(C=C(C1)OC)C1CC[C@H](C(C1)=O)C(C1=C(C=CC=C1)[N+](=O)[O-])=O